6-methyl-2-(thiazol-5-yl)-pyrimidine-4-carboxylic acid CC1=CC(=NC(=N1)C1=CN=CS1)C(=O)O